2-chloro-5-methylphenol ClC1=C(C=C(C=C1)C)O